N-[2-bromo-4-(1,1,1,2,3,3,3-heptafluoroprop-2-yl)-6-(trifluoromethyl)phenyl]-3-[N-(cyclopropylmethyl)-benzamido]-2-fluorobenzamide BrC1=C(C(=CC(=C1)C(C(F)(F)F)(C(F)(F)F)F)C(F)(F)F)NC(C1=C(C(=CC=C1)N(C(C1=CC=CC=C1)=O)CC1CC1)F)=O